C(CCC)N1C(=NC2=C1C=C(C=C2)C2=C(C=CC=C2)OC)CCNCCC=2OC=C(N2)C(=O)NCC2=NC=CC=C2F 2-(2-((2-(1-butyl-6-(2-methoxyphenyl)-1H-benzo[d]imidazol-2-yl)ethyl)amino)ethyl)-N-((3-fluoropyridin-2-yl)methyl)oxazole-4-carboxamide